(3R)-3-(4-(4-((4-(1-(6-(2-hydroxyphenyl)pyridazin-4-yl)-4-phenylpiperidine-4-carbonyl)-7-(trifluoromethyl)-1,4-diazepan-1-yl)methyl)piperidin-1-yl)phenyl)piperidine-2,6-dione OC1=C(C=CC=C1)C1=CC(=CN=N1)N1CCC(CC1)(C(=O)N1CCN(C(CC1)C(F)(F)F)CC1CCN(CC1)C1=CC=C(C=C1)[C@@H]1C(NC(CC1)=O)=O)C1=CC=CC=C1